OC1C2C(C(C(C1O)O)O)O2 3,4,5,6-tetrahydroxycyclohexene oxide